NC1=CC=C(C=C1)C(C)(C)C1=CC=C(C=C1)N 2,2-di(4-aminophenyl)-propane